Butyl ((2-(3-(2-hydroxyethoxy)prop-1-yn-1-yl)-4-methylphenyl)sulfonyl)-L-prolinate OCCOCC#CC1=C(C=CC(=C1)C)S(=O)(=O)N1[C@@H](CCC1)C(=O)OCCCC